5-isopropoxy-2-nitroaniline C(C)(C)OC=1C=CC(=C(N)C1)[N+](=O)[O-]